C(C1=CC=CC=C1)(C1=CC=CC=C1)N1CC(C1)=C([C@@H](C)N1C(C2=CC=CC=C2C1=O)=O)C (R)-2-(3-(1-benzhydrylazetidin-3-ylidene)butan-2-yl)isoindoline-1,3-dione